COC1=C(C=CC=C1OC)N1C=C(C=CC1=O)C(=O)O 1-(2,3-Dimethoxyphenyl)-6-oxo-pyridine-3-carboxylic acid